(2R,3S,5R)-5-(3-((benzyloxy)methyl)-5-methyl-2,4-dioxo-3,4-dihydropyrimidin-1(2H)-yl)-2-(1-(dimethoxyphosphoryl)ethoxy)tetrahydrofuran-3-yl benzoate C(C1=CC=CC=C1)(=O)O[C@@H]1[C@H](O[C@H](C1)N1C(N(C(C(=C1)C)=O)COCC1=CC=CC=C1)=O)OC(C)P(=O)(OC)OC